1-benzyl-N-[(6S)-4-methyl-2-(2-morpholinoethyl)-5-oxo-7,8-dihydro-6H-pyrazolo[1,5-a][1,3]diazepin-6-yl]-1,2,4-triazole-3-carboxamide C(C1=CC=CC=C1)N1N=C(N=C1)C(=O)N[C@@H]1C(N(C=2N(CC1)N=C(C2)CCN2CCOCC2)C)=O